tert-Butyl (4-(5-chloro-3-((S)-3-(dimethylamino)pyrrolidin-1-yl)-7,9-dihydrofuro[3,4-f]quinazolin-6-yl)-3-cyano-5-fluorobenzo[b]thiophen-2-yl)carbamate ClC1=C(C2=C(C=3C=NC(=NC13)N1C[C@H](CC1)N(C)C)COC2)C2=C(C=CC=1SC(=C(C12)C#N)NC(OC(C)(C)C)=O)F